magnesium sulfate, potassium salt [K+].S(=O)(=O)([O-])[O-].[Mg+2]